2-[4-[4-[(2,6-dioxo-3-piperidyl)oxy]-2-fluoro-phenyl]-1-piperidyl]acetic acid O=C1NC(CCC1OC1=CC(=C(C=C1)C1CCN(CC1)CC(=O)O)F)=O